COC=1C(=CC(=C(C1)C(C)O)NC1=NC=NC=C1)NC1=NC=CC(=N1)C1=CN(C2=CC=CC=C12)C (5-methoxy-4-((4-(1-methyl-1H-indol-3-yl)pyrimidin-2-yl)amino)-2-(pyrimidin-4-ylamino)phenyl)ethan-1-ol